The molecule is a polymyxin having a 6-methylheptanoyl group at the amino terminus. It is a polymyxin and a peptide antibiotic. C[C@H]([C@H]1C(=O)NCC[C@@H](C(=O)N[C@H](C(=O)N[C@@H](C(=O)N[C@H](C(=O)N[C@H](C(=O)N[C@H](C(=O)N1)CCN)CCN)CC(C)C)CC(C)C)CCN)NC(=O)[C@H](CCN)NC(=O)[C@H]([C@@H](C)O)NC(=O)[C@H](CCN)NC(=O)CCCCC(C)C)O